(R)-N-(3-(5-(((1-acetylpiperidin-4-yl)amino)methyl)-3'-chloro-6-methoxy-[2,4'-bipyridin]-2'-yl)-2-chlorophenyl)-5-(((2-hydroxypropyl)amino)methyl)-4-methoxypicolinamide C(C)(=O)N1CCC(CC1)NCC=1C=CC(=NC1OC)C1=C(C(=NC=C1)C=1C(=C(C=CC1)NC(C1=NC=C(C(=C1)OC)CNC[C@@H](C)O)=O)Cl)Cl